tert-Butyl 4-(4-((4-((1,3-dioxan-2-yl)methoxy)-3-chlorophenyl)amino)quinazolin-6-yl)piperazine-1-carboxylate O1C(OCCC1)COC1=C(C=C(C=C1)NC1=NC=NC2=CC=C(C=C12)N1CCN(CC1)C(=O)OC(C)(C)C)Cl